C([C@H](O)C[C@H](O)CO)O 3-deoxy-xylitol